fluoromethyl-tetrahydropyrrolespiro-oxindole FCN1C(C2(C3=CC=CC=C13)NCCC2)=O